C1(C(CC1)N)N cyclobutane-1,2-diamine